5-fluoro-1-methyl-1H-pyrazol-4-carboxamid FC1=C(C=NN1C)C(=O)N